S1C=NC(=C1)C1=CC(=CN1)S(=O)(=O)Cl 5-thiazol-4-yl-1H-pyrrole-3-sulfonyl chloride